4-Dimethylamino-2-methoxybenzaldehyd CN(C1=CC(=C(C=O)C=C1)OC)C